2-(4-phenoxyphenyl)-6-(1-prop-2-enoylpiperidin-4-yl)pyridine-3-carboxamide O(C1=CC=CC=C1)C1=CC=C(C=C1)C1=NC(=CC=C1C(=O)N)C1CCN(CC1)C(C=C)=O